NC1=CC2=C(C(=C(OC2)OC)Cl)C=C1 7-Amino-4-chloro-3-methoxy-1H-2-benzopyran